2,7-bis(2-((1Z,3Z,5Z,7Z)-cycloocta-1,3,5,7-tetraen-1-yl)ethyl)-9,9-dihexyl-9H-fluorene C/1(=C/C=C\C=C/C=C1)\CCC1=CC=2C(C3=CC(=CC=C3C2C=C1)CC/C/1=C/C=C\C=C/C=C1)(CCCCCC)CCCCCC